(10R)-10-Methyltridecan-2-one C[C@@H](CCCCCCCC(C)=O)CCC